(3,4-dihydroxyphenyl)acrylamide 1,3-dimethylpyrrolidine-3-carboxylate CN1CC(CC1)(C(=O)O)C.OC=1C=C(C=CC1O)C(C(=O)N)=C